C(C)(C)(C)NC(O[C@H]1C[C@H](CC1)C1=CC(=NN1)NC(CC1=NC=C(C=C1)Cl)=O)=O (1R,3S)-3-(3-{[(5-chloropyridin-2-yl)acetyl]amino}-1H-pyrazol-5-yl)cyclopentyl tert-butylcarbamate